2-(3-chloro-4-((3-cyanopyridin-2-yl)oxy)phenyl)acetic acid ClC=1C=C(C=CC1OC1=NC=CC=C1C#N)CC(=O)O